C(C1=CC=CC=C1)N(C(=O)N1[C@@H]2[C@@H](N(C[C@H]1CC2)C(N(C2=CC=CC=C2)C2=CC=CC=C2)=O)C(=O)O)C (1S,2R,5R)-8-(benzyl-(methyl)carbamoyl)-3-(diphenylcarbamoyl)-3,8-diazabicyclo[3.2.1]octane-2-carboxylic acid